C(C1=CC=CC=C1)OCC1CC(C(N1C(=O)OC(C)(C)C)=O)(C(=O)OC)CCC(=O)OC 1-(tert-butyl) 3-methyl 5-((benzyloxy)methyl)-3-(3-methoxy-3-oxopropyl)-2-oxopyrrolidine-1,3-dicarboxylate